ClCC=1N=NC(=CC1)C1=C(C=CC=C1F)F 3-(chloromethyl)-6-(2,6-difluorophenyl)pyridazine